FC(C=1C=NC(=NC1)N[C@H]1CN(CCC1)C1=NC=C2N1C=CN=C2C2=CCCCN2C(=O)OC(C)(C)C)(F)F tert-butyl (R)-6-(3-(3-((5-(trifluoromethyl)pyrimidin-2-yl)amino)piperidin-1-yl)imidazo[1,5-a]pyrazin-8-yl)-3,4-dihydropyridine-1(2H)-carboxylate